CC(C(=O)O)C1=CC=CC=C1.C1(=CC=CC=C1)CC(=O)OC methyl 2-phenylacetate (METHYL PHENYL ACETATE)